N1C(=NC2=C1C=CC=C2)C2=CC=CC(=N2)N2CC1C(C1C2)NC(C2=NC(=CC=C2)C2=NC1=C(N2)C=CC=C1)=O N-(3-(6-(1H-benzo[d]imidazol-2-yl)pyridinyl)-3-azabicyclo[3.1.0]hex-6-yl)-6-(1H-Benzo[d]imidazol-2-yl)picolinic acid amide